1-(4-aminophenyl)-4-methylpiperidin-4-ylcarbamic acid tert-butyl ester C(C)(C)(C)OC(NC1(CCN(CC1)C1=CC=C(C=C1)N)C)=O